((1S)-1-(4-fluorophenyl)-1,2,3,4-tetrahydronaphthalen-2-yl)methanone FC1=CC=C(C=C1)[C@@H]1C(CCC2=CC=CC=C12)C=O